iodophenylthiocarbamate IN(C([O-])=S)C1=CC=CC=C1